(N-(4-(bis(methoxymethyl)amino)-6-(methoxymethyl)amino-1,3,5-triazine-2-yl)-N-(methoxymethyl)amino)methanol COCN(C1=NC(=NC(=N1)NCOC)N(COC)CO)COC